ethyl 4-(benzyloxy)-2-hydroxy-3-(2-hydroxyethyl)-6-methylbenzoate C(C1=CC=CC=C1)OC1=C(C(=C(C(=O)OCC)C(=C1)C)O)CCO